COC(\C=C\C1=C2CCN(CC2=CC=C1)C(C1=CC=C(C=C1)OC)=O)=O (E)-3-(2-(4-methoxybenzoyl)-1,2,3,4-tetrahydroisoquinolin-5-yl)acrylic acid methyl ester